C1=CC=CC=2C3=CC=CC=C3C(C12)COC(=O)N[C@@H](CN([C@@H](C)C(=O)O)CC1CCCC1)CCC N-((R)-2-((((9H-fluoren-9-yl)methoxy)carbonyl)amino)pentyl)-N-(cyclopentylmethyl)-L-alanine